2-[1-(4-{[(tert-butyldimethylsilyl)oxy]methyl}phenyl)-1H-pyrazol-3-yl]acetic acid [Si](C)(C)(C(C)(C)C)OCC1=CC=C(C=C1)N1N=C(C=C1)CC(=O)O